methyl 2-amino-5-formylthiazole-4-carboxylate NC=1SC(=C(N1)C(=O)OC)C=O